2-(2-hydroxy-2-methylpropyl)-1-(7-(perfluoropropan-2-yl)-9b-(phenylsulfonyl)-2,3,3a,4,5,9b-hexahydro-1H-pyrrolo[3,2-f]quinoline-3-carbonyl)pyrazolidin-3-one OC(CN1N(CCC1=O)C(=O)N1CCC2(C=3C=CC(=NC3CCC21)C(C(F)(F)F)(C(F)(F)F)F)S(=O)(=O)C2=CC=CC=C2)(C)C